(R)-4-(1-((7-Chloro-5-methoxy-1H-indol-4-yl)methyl)-4-(2,2-difluoroethyl)piperazin-2-yl)benzoic acid ClC=1C=C(C(=C2C=CNC12)CN1[C@@H](CN(CC1)CC(F)F)C1=CC=C(C(=O)O)C=C1)OC